1,2,3,7-naphthalenetetracarboxylic acid C1(=C(C(=CC2=CC=C(C=C12)C(=O)O)C(=O)O)C(=O)O)C(=O)O